3-iodopropyltrimethylammonium iodide [I-].ICCC[N+](C)(C)C